CC1=NC2=CC=C(C=C2C(N1C)=O)OCCCN1CCN(CC1)C1=CC(=CC=C1)C(F)(F)F 2,3-dimethyl-6-(3-(4-(3-(trifluoromethyl)phenyl)piperazin-1-yl)propoxy)quinazolin-4(3H)-one